ON=C(C)N1N=CN=C1C(C)NC(C1=CC(=CC(=C1)C(F)(F)F)C(F)(F)F)=O N-[1-[2-[N-hydroxy-C-methyl-carbonimidoyl]-1,2,4-triazol-3-yl]ethyl]-3,5-bis(tri-fluoromethyl)benzamide